4-chloro-1-(1-(4-(5-chloropyridin-3-yl)-1H-1,2,3-triazol-1-yl)ethyl)pyridin-2(1H)-one ClC1=CC(N(C=C1)C(C)N1N=NC(=C1)C=1C=NC=C(C1)Cl)=O